(rac)-tert-butyl 3-hydroxy-3-(hydroxymethyl)piperidine-1-carboxylate O[C@]1(CN(CCC1)C(=O)OC(C)(C)C)CO |r|